C[C@H]1CN(C[C@H](O1)C)CCN 2-[(2S,6R)-2,6-dimethylmorpholin-4-yl]ethanamine